C(CCC(=O)[O-])(=O)ON1C(CC(CC1(C)C)CCO)(C)C 4-hydroxyethyl-2,2,6,6-tetramethyl-1-piperidyl succinate